methyl (E)-3-(5-fluoro-3-iodo-1-(tetrahydro-2H-pyran-2-yl)-1H-pyrazolo[3,4-b]pyridin-6-yl)acrylate FC=1C=C2C(=NC1/C=C/C(=O)OC)N(N=C2I)C2OCCCC2